4-cyclohexyl-2-cyclopentyl-N-(4-(methylsulfonyl)but-3-en-2-yl)pyrimidine-5-carboxamide C1(CCCCC1)C1=NC(=NC=C1C(=O)NC(C)C=CS(=O)(=O)C)C1CCCC1